BrC=1C(=C(C(=O)OC(C)(C)C)C(=CC1)COCC)OC(=O)OC(C)(C)C tert-butyl 3-bromo-2-((tert-butoxycarbonyl)oxy)-6-(ethoxymethyl)benzoate